tert-butyl (R)-3-((R)-1-(tert-butoxy)-3-(3-hydroxyphenyl)-1-oxopropane-2-yl)pyrrolidine-1-carboxylate C(C)(C)(C)OC([C@H](CC1=CC(=CC=C1)O)[C@@H]1CN(CC1)C(=O)OC(C)(C)C)=O